(S)-5-((((2',3'-dichloro-4-fluoro-6-methoxy-[2,4'-bipyridin]-5-yl)methyl)amino)methyl)pyrrolidin-2-one ClC1=NC=CC(=C1Cl)C1=NC(=C(C(=C1)F)CNC[C@@H]1CCC(N1)=O)OC